C(C1=CC=CC=C1)OC1=CC=C2CCCC3(CCC=4C(=NC(=NC4C3)SC)N3[C@H](CN(CC3)C(C3=CC=CC=C3)(C3=CC=CC=C3)C3=CC=CC=C3)COC)C2=C1 7-(benzyloxy)-4'-((R)-2-(methoxymethyl)-4-tritylpiperazin-1-yl)-2'-(methylthio)-3,4,5',8'-tetrahydro-2H,6'H-spiro[naphthalene-1,7'-quinazoline]